5-(2-methylbenzamido)isoquinoline CC1=C(C(=O)NC2=C3C=CN=CC3=CC=C2)C=CC=C1